N-(1-(3-(4-chlorophenoxy)propyl)piperidin-4-yl)-2-((5-chloropyridin-2-yl)oxy)acetamide ClC1=CC=C(OCCCN2CCC(CC2)NC(COC2=NC=C(C=C2)Cl)=O)C=C1